methyl 6-fluoro-4-methoxypyridine-3-carboxylate FC1=CC(=C(C=N1)C(=O)OC)OC